4-[(tert-butoxy)carbonyl]thiomorpholine-2-carboxylic acid C(C)(C)(C)OC(=O)N1CC(SCC1)C(=O)O